C(C)(C)(C)OC(=O)NC=1SC2=C(C1C#N)C(=CC=C2F)C2=C1C(=C3C(=CN=NC3=C2F)N2C3CN(CC2CC3)C(=O)OC(C)(C)C)COC1 tert-Butyl 8-[4-[2-(tert-butoxycarbonylamino)-3-cyano-7-fluoro-benzothiophen-4-yl]-5-fluoro-1,3-dihydrofuro[3,4-f]cinnolin-9-yl]-3,8-diazabicyclo[3.2.1]octane-3-carboxylate